S1N=C(C2=C1C=CC=C2)N2CCN(CC2)CCN2C(C=1N(C=C2)N=CC1)=O 5-[2-(4-benzo[d]isothiazol-3-yl-piperazin-1-yl)-ethyl]-5H-pyrazolo[1,5-a]pyrazin-4-one